C[C@@H]([C@H](CCC)O)O (2S,3S)-hexane-2,3-diol